(1R,4R,7R)-2-{2-[1-(cyclopropylmethyl)-7-[2-(1H-1,2,4-triazol-1-yl)ethyl]-1H-indol-2-yl]-7-methoxy-1-methyl-1H-1,3-benzodiazole-5-carbonyl}-2-azabicyclo[2.2.1]heptan-7-amine C1(CC1)CN1C(=CC2=CC=CC(=C12)CCN1N=CN=C1)C1=NC2=C(N1C)C(=CC(=C2)C(=O)N2[C@@H]1CC[C@H](C2)[C@H]1N)OC